CC(CCCC1OC2=CC=C(C=C2CC1)O)CCCC(CCCC(C)C)C 4,8,12-trimethyltridecyl-chroman-6-ol